NC=1COC=C(C1N)N 3,4,5-triaminopyran